5-(pyridin-2-yl)-1,3,4-oxadiazole-2-carboxamide N1=C(C=CC=C1)C1=NN=C(O1)C(=O)N